ClC1=CC2=C(C=C3N2C(=NN(C3=O)CC(=O)N[C@@H]3CNCC3)C(C)(C)O)S1 (S)-2-(2-Chloro-5-(2-hydroxypropan-2-yl)-8-oxothieno[2',3':4,5]pyrrolo[1,2-d][1,2,4]triazin-7(8H)-yl)-N-(pyrrolidin-3-yl)acetamide